(E)-N-(4-(1-(6-(4-(2-(2-((2-(2,6-dioxopiperidin-3-yl)-1-oxoisoindolin-4-yl)amino)ethoxy)acetyl)piperazin-1-yl)pyridazine-3-carbonyl)piperidin-4-yl)butyl)-3-(pyridin-3-yl)acrylamide O=C1NC(CCC1N1C(C2=CC=CC(=C2C1)NCCOCC(=O)N1CCN(CC1)C1=CC=C(N=N1)C(=O)N1CCC(CC1)CCCCNC(\C=C\C=1C=NC=CC1)=O)=O)=O